(S)-3-(5-amino-5,7-dihydrospiro[cyclopenta[b]pyridine-6,4'-piperidin]-1'-yl)-6-((2,3-dichloropyridin-4-yl)thio)pyrazin-2(1H)-one N[C@@H]1C=2C(=NC=CC2)CC12CCN(CC2)C=2C(NC(=CN2)SC2=C(C(=NC=C2)Cl)Cl)=O